N1(CCOCC1)C(=O)O[C@@H]1CC[C@H](CC1)C(N(C[C@@H]1CC[C@H](CC1)C1=CC(=C(C=C1)OC)C)C1=NC=CC(=C1)C=1C=NN(C1)C(C)C)=O trans-4-((4-(1-Isopropyl-1H-pyrazol-4-yl)pyridin-2-yl)(((trans)-4-(4-methoxy-3-methylphenyl) cyclohexyl)methyl) carbamoyl)cyclohexyl morpholine-4-carboxylate